N-(5-((R or S)-1-acetamido-2,2,2-trifluoroethyl)-2-methoxyphenyl)-3-(3-fluoro-4-methylphenyl)-3-(1,2,4-thiadiazol-5-yl)pyrrolidine-1-carboxamide C(C)(=O)N[C@@H](C(F)(F)F)C=1C=CC(=C(C1)NC(=O)N1CC(CC1)(C1=NC=NS1)C1=CC(=C(C=C1)C)F)OC |o1:4|